[3-(methacryloyloxy)propyl]phosphonic acid C(C(=C)C)(=O)OCCCP(O)(O)=O